3-(5-(hydroxycarbamoyl)pyridin-3-yl)phenyl tetradecylcarbamate C(CCCCCCCCCCCCC)NC(OC1=CC(=CC=C1)C=1C=NC=C(C1)C(NO)=O)=O